C(C(=C)C)(=O)O.C(C(=C)C)(=O)O.NC(=O)OCC.NC(=O)OCC di-Urethane Dimethacrylate